CC1OCCN(C1)S(=O)(=O)C1=CC=C(C)C=C1 6-methyl-4-tosylmorpholine